[C@H]1(CCCC2=CC=CC=C12)CNC=1C=NC=CC1C(=O)O 3-{[(1R)-1,2,3,4-tetrahydronaphthalen-1-ylmethyl]amino}pyridine-4-carboxylic acid